tert-butyl (S)-(1-hydroxyprop-2-yl-1,1-d2)carbamate OC([C@H](C)NC(OC(C)(C)C)=O)([2H])[2H]